(1s,2s)-N-(6-(5-acetamido-2-methylphenyl)imidazo[1,2-a]pyridin-2-yl)-2-fluorocyclopropane-1-carboxamide C(C)(=O)NC=1C=CC(=C(C1)C=1C=CC=2N(C1)C=C(N2)NC(=O)[C@H]2[C@H](C2)F)C